3-(methylsulfonyl)imidazo[1,2-a]pyridine CS(=O)(=O)C1=CN=C2N1C=CC=C2